CN(C)[Hf]N(C)C bis(dimethylamino)hafnium